CC1(CCC(CC1)N1C2=NC(=NC=C2N=C1NC1=C(C=C(C=C1F)F)F)NC1CCOCC1)C(=O)OCC Ethyl (1s,4s)-1-methyl-4-(2-((tetrahydro-2H-pyran-4-yl)amino)-8-((2,4,6-trifluorophenyl)amino)-9H-purin-9-yl)cyclohexane-1-carboxylate